[Br-].C(CCCCCCCCCCCCCCCC)[NH3+] heptadecylammonium bromide